CN1C[C@H]2[C@H](N(C=3C=CC(=CC23)C)C(\C=C\C=2SC=CN2)=O)CC1 (E)-1-(cis-2,8-dimethyl-1,2,3,4,4a,9b-hexahydro-5H-pyrido[4,3-b]indol-5-yl)-3-(thiazol-2-yl)prop-2-en-1-one